(1R,3S)-3-(3-((1-methyl-6-oxo-1,6-dihydropyridazin-3-yl)amino)-1H-pyrazol-5-yl)cyclopentyl tert-butylcarbamate C(C)(C)(C)NC(O[C@H]1C[C@H](CC1)C1=CC(=NN1)NC1=NN(C(C=C1)=O)C)=O